3-(bromomethyl)-5-fluoro-pyridine hydrobromide Br.BrCC=1C=NC=C(C1)F